OC=1C(=NC=CC1OC)C(=O)N[C@H](C(=O)OC(C(C)(C)C1=CC=C(C=C1)Br)C)C [2-(4-bromophenyl)-1,2-dimethyl-propyl] (2S)-2-[(3-hydroxy-4-methoxy-pyridine-2-carbonyl)amino]propanoate